CC1(OC(C2=C1C=C(C=C2)NC2=NC=C(C(=N2)N[C@H](CO)C2=CC=CC=C2)C(=O)NNC(C(C(F)(F)F)(C)O)=O)=O)C 2-[(3,3-dimethyl-1-oxo-1,3-dihydro-2-benzofuran-5-yl)amino]-4-{[(1S)-2-hydroxy-1-phenylethyl]amino}-N'-(3,3,3-trifluoro-2-hydroxy-2-methylpropanoyl)pyrimidine-5-carbohydrazide